CCC(CC(CCC)=O)=O.[Cr+3] chromium (III) 3,5-octanedione